trimethylol propylene oxide C(O)C(C1CO1)(CO)CO